3-(3'-ethoxy-4-methyl-4'-(7-oxo-6,7-dihydro-3H-[1,2,3]triazolo[4,5-d]pyrimidin-5-yl)-[1,1'-biphenyl]-3-yl)propionic acid C(C)OC=1C=C(C=CC1C=1NC(C2=C(N1)NN=N2)=O)C2=CC(=C(C=C2)C)CCC(=O)O